1-(2,5-difluoro-4-(1-(tetrahydro-2H-pyran-2-yl)-1H-pyrazol-4-yl)phenyl)piperidine FC1=C(C=C(C(=C1)C=1C=NN(C1)C1OCCCC1)F)N1CCCCC1